[3-({4-[N-(3-bromo-4-fluorophenyl)-N'-hydroxycarbamimidoyl]-1,2,5-oxadiazol-3-yl}sulfanyl)propyl]phosphonat BrC=1C=C(C=CC1F)NC(=NO)C=1C(=NON1)SCCCP([O-])([O-])=O